(3S)-11-(5-chloro-2,4-difluorophenyl)-3-methoxy-10-(trifluoromethyl)-3,4-dihydro-2H,6H-[1,4]thiazepino[2,3,4-ij]quinazoline-6,8(7H)-dione ClC=1C(=CC(=C(C1)C1=C(C=C2C(NC(N3C2=C1SC[C@H](C3)OC)=O)=O)C(F)(F)F)F)F